disecondarybutylaminosilane C(C)(CC)N(C(C)CC)[SiH3]